ClC1=CC=C(C=C1)CN1C([C@H](CS(C2=C1C=C(C(=C2)F)C=2OC(=NN2)C(C(F)(F)F)(F)F)(=O)=O)NC(OC(C)(C)C)=O)=O tert-butyl N-[(3R)-5-[(4-chlorophenyl)methyl]-8-fluoro-1,1,4-trioxo-7-[5-(1,1,2,2,2-pentafluoroethyl)-1,3,4-oxadiazol-2-yl]-2,3-dihydro-1λ6,5-benzothiazepin-3-yl]carbamate